(5-Chloro-2,3-dihydrospiro[indene-1,2'-[1,3]dithiol]-6-yl)methanol ClC=1C=C2CCC3(SC=CS3)C2=CC1CO